BrC1=C(N=NC(=C1)Cl)C#CC[Si](C)(C)C 4-bromo-6-chloro-3-[3-(trimethylsilyl)prop-1-yn-1-yl]pyridazine